C(=O)O.[C@H](C)(CC)NC(O[C@H]1CO[C@@H](C1)C=1C=NC(=NC1)NC1CCC(CC1)N[C@@H](COC)C)=O (3R,5S)-5-(2-(((1S,4R)-4-(((R)-1-methoxypropan-2-yl)amino)cyclohexyl)amino)pyrimidin-5-yl)tetrahydrofuran-3-yl ((S)-sec-butyl)carbamate formate